FC(S(=O)(=O)[O-])(F)F.C(CCC)[N+]1(CCCC1)C 1-n-butyl-1-methylpyrrolidinium trifluoromethanesulfonate